tert-butyl (1S,5R)-2-allyl-8-benzyl-3,8-diazabicyclo[3.2.1]octane-3-carboxylate C(C=C)C1[C@@H]2CC[C@H](CN1C(=O)OC(C)(C)C)N2CC2=CC=CC=C2